C(C(=C)C)(=O)[N+](C)(C)CC N-methacryloyl-ethyl-N,N-dimethylammonium